6-(trifluoromethyl)spiro[indoline-3,4'-piperidine]-2-one FC(C1=CC=C2C(=C1)NC(C21CCNCC1)=O)(F)F